NC1=CC=C(N=N1)C=1N=NC(=CC1)NC(=O)C1=CC=C(C=C1)C(=O)N(OC)CCC1CCCCC1 N4-{6'-amino-[3,3'-bipyridazine]-6-yl}-N1-(2-cyclohexylethyl)-N1-methoxybenzene-1,4-dicarboxamide